5-(2,4-dioxo-3,4-dihydropyrimidin-1(2H)-yl)-4-fluoro-4-methyltetrahydrofuran-3-ylacetate O=C1N(C=CC(N1)=O)C1C(C(CO1)CC(=O)[O-])(C)F